(Z)-3-((1H-pyrrol-2-yl)methylene)-5-((3,4-difluorobenzyl)amino)indolin-2-one N1C(=CC=C1)\C=C\1/C(NC2=CC=C(C=C12)NCC1=CC(=C(C=C1)F)F)=O